FS(=O)(=O)ON([C@@H](CCCCN)C(=O)O)C(C1=CC=CC=C1)=O fluorosulfonyloxybenzoyl-L-lysine